[5-cyano-8-[4-(trifluoromethoxy)phenyl]-6-quinolyl]methyl-diazonio-azanide C(#N)C1=C2C=CC=NC2=C(C=C1C[N-][N+]#N)C1=CC=C(C=C1)OC(F)(F)F